(S)-4-((2-phenoxyethyl)(4-(5,6,7,8-tetrahydro-1,8-naphthyridin-2-yl)butyl)amino)-2-((2-(trifluoromethyl)pyrimidin-4-yl)amino)butanoic acid O(C1=CC=CC=C1)CCN(CC[C@@H](C(=O)O)NC1=NC(=NC=C1)C(F)(F)F)CCCCC1=NC=2NCCCC2C=C1